2-phenylethyl-5-chloro-6-piperazin-1-yl-pyridine-3-carboxylate hydrochloride Cl.C1(=CC=CC=C1)CCOC(=O)C=1C=NC(=C(C1)Cl)N1CCNCC1